C(=O)O.ClC=1C=C(C=CC1C(=O)N1CCN(CC1)C(=O)C1CCNCC1)NC(=O)C=1N(C(=CN1)C1=CC(=C(C=C1)OC)C#N)C N-[3-chloro-4-[4-(piperidine-4-carbonyl)piperazine-1-carbonyl]phenyl]-5-(3-cyano-4-methoxy-phenyl)-1-methyl-imidazole-2-carboxamide formate